tert-butyl (2-phenyl-2-((4-(trifluoromethoxy)phenyl)sulfonamido)ethyl)carbamate C1(=CC=CC=C1)C(CNC(OC(C)(C)C)=O)NS(=O)(=O)C1=CC=C(C=C1)OC(F)(F)F